O=C1N=C2C=C(C=CC2=C1)C(=O)O 2-oxoindole-6-carboxylic acid